COC(C=C)=O.FC(COC=1C=C(C(=O)N)C=CC1)F 3-(2,2-difluoroethoxy)benzamide Methylacrylate